4-chloro-2-((1-((1-methyl-1H-pyrazol-4-yl)sulfonyl)piperidin-4-yl)amino)pyrimidine-5-carbonitrile ClC1=NC(=NC=C1C#N)NC1CCN(CC1)S(=O)(=O)C=1C=NN(C1)C